NC=1N=C(SC1C(C1=CC=C(C=C1)OCC(=O)N1CCC(CC1)C)=O)N(C1=CC=C(C=C1)F)C(C(=O)N)C (N-[4-amino-5-[4-[2-(4-methyl-1-piperidyl)-2-oxo-ethoxy]benzoyl]thiazol-2-yl]-4-fluoro-anilino)propanamide